(S)-2-(1-acryloyl-4-(7-(8-chloro-7-fluoronaphthalen-1-yl)-2-((tetrahydro-1H-pyrrolizin-7a(5H)-yl)methoxy)pyridino[2,3-d]pyrimidin-4-yl)piperazin-2-yl)acetonitrile C(C=C)(=O)N1[C@H](CN(CC1)C=1C2=C(N=C(N1)OCC13CCCN3CCC1)N=C(C=C2)C2=CC=CC1=CC=C(C(=C21)Cl)F)CC#N